N2-[7-bromo-2-(1-methyl-1H-pyrazol-4-yl)[1,2,4]triazolo[1,5-c]quinazolin-5-yl]-N-(2-hydroxy-2-methylpropyl)-D-alaninamide BrC1=CC=CC=2C=3N(C(=NC12)N[C@H](C)C(=O)NCC(C)(C)O)N=C(N3)C=3C=NN(C3)C